2-(4-isopropylphenyl)-9-methyl-3,4,5a,6,8,9-hexahydro-2H-1,2,5,7-tetraazabenzo[cd]azulene-5,7-dicarboxylate C(C)(C)C1=CC=C(C=C1)N1N=C2C(CN(CC3C2=C1CCN3C(=O)[O-])C(=O)[O-])C